N1COCC2=C1C=CC=C2 2,4-dihydro-1H-benzo[d][1,3]oxazine